FC=1C=CC(=NC1)C1=NN2C(CO[C@@H]([C@H]2C)C)=C1C1=C2C(=NC=C1)NN=C2 (6r,7r)-2-(5-fluoropyridin-2-yl)-6,7-dimethyl-3-(1H-pyrazolo[3,4-b]pyridin-4-yl)-6,7-dihydro-4H-pyrazolo[5,1-c][1,4]oxazine